6-(5-chloro-3-isopropyl-1H-indol-2-yl)-7,8-dimethyl-[1,2,4]Triazolo[4,3-a]Pyridine ClC=1C=C2C(=C(NC2=CC1)C=1C(=C(C=2N(C1)C=NN2)C)C)C(C)C